O=C1N(CC=2C(=NC=CC21)C2=C(C=CC=C2)OCC(F)(F)F)C2=CC=C(C#N)C=C2 4-{1-oxo-4-[2-(2,2,2-trifluoroethoxy)phenyl]-1,3-dihydro-2H-pyrrolo[3,4-c]pyridin-2-yl}benzonitrile